N-(trans-4-methoxycyclohexyl)-5-(2-methyl-1-(tetrahydro-2H-pyran-4-yl)-1H-imidazo[4,5-b]pyridin-6-yl)pyrrolo[2,1-f][1,2,4]triazin-2-amine CO[C@@H]1CC[C@H](CC1)NC1=NN2C(C=N1)=C(C=C2)C=2C=C1C(=NC2)N=C(N1C1CCOCC1)C